1-(tetrahydro-2H-pyran-4-yl)-1H-pyrazol O1CCC(CC1)N1N=CC=C1